BrC=1C=CC(=C(C1)C1=C(C=NN1COCC[Si](C)(C)C)N)OC(F)F 5-(5-bromo-2-(difluoromethoxy)phenyl)-1-((2-(trimethylsilyl)ethoxy)methyl)-1H-pyrazole-4-amine